5-(6-chloro-1H-indol-7-yl)oxazole ClC1=CC=C2C=CNC2=C1C1=CN=CO1